(5RS)-2-[4-(Difluoromethoxy)benzyl]-5-(pyrrolidin-1-ylcarbonyl)-5,6,7,8-tetrahydro[1,2,4]triazolo[4,3-a]pyridine-3(2H)-one FC(OC1=CC=C(CN2N=C3N([C@H](CCC3)C(=O)N3CCCC3)C2=O)C=C1)F |r|